4-((2-(difluoromethoxy)-4-(1-methyl-1H-pyrazol-3-yl)phenyl)amino)-N-(methyl-d3)pyridazine-3-carboxamide FC(OC1=C(C=CC(=C1)C1=NN(C=C1)C)NC1=C(N=NC=C1)C(=O)NC([2H])([2H])[2H])F